C(C1=CC=CC=C1)N1CCN(C12COC2)C(=O)C2=CC=C(C=C2)/C=C/C(=O)C2=CC=C(C=C2)OC (E)-3-(4-(8-benzyl-2-oxa-5,8-diazaspiro[3.4]octane-5-carbonyl)phenyl)-1-(4-methoxyphenyl)prop-2-en-1-one